7-(6-(4-(benzo[d]thiazol-2-yl)phenoxy)hexyloxy)-4-methyl-2H-benzopyran-2-one S1C(=NC2=C1C=CC=C2)C2=CC=C(OCCCCCCOC1=CC3=C(C(=CC(O3)=O)C)C=C1)C=C2